NC=1C=C(C=C2C=C(N=CC12)NC(=O)[C@H]1[C@H](C1)F)C=1C(=NC(=NC1)C(=O)NC)C |r| (±)-[8-amino-3-[(cis-2-fluorocyclopropanecarbonyl)amino]-6-isoquinolyl]-N,4-dimethyl-pyrimidine-2-carboxamide